4-chloro-2-(10-fluoro-1-oxo-3,4,6,7,8,9-hexahydropyrazino[1,2-a]indol-2(1H)-yl)nicotinaldehyde ClC1=CC=NC(=C1C=O)N1C(C=2N(C=3CCCCC3C2F)CC1)=O